Cl.Cl.N(=NC(C)(C)C1N(CCN1)CC(O)O)C(C)(C)C1N(CCN1)CC(O)O 2,2'-azobis[2-(dihydroxyethylimidazolidin-2-yl)propane] dihydrochloride